NC1=NC=C(C=N1)C=1N=C(C=2N=C3N(C2N1)CCOC3(C)C)N(CC)C3CC3 2-(2-aminopyrimidin-5-yl)-N-cyclopropyl-N-ethyl-6,6-dimethyl-8,9-dihydro-6H-[1,4]oxazino[4,3-e]purin-4-amine